3-{1-[4-(azetidine-1-carbonyl)-phenyl]-1H-[1,2,3]triazol-4-yl}-6-fluoro-1H-quinolin-2-one N1(CCC1)C(=O)C1=CC=C(C=C1)N1N=NC(=C1)C=1C(NC2=CC=C(C=C2C1)F)=O